C(#N)C1=CC(=C(COC2=CC=CC(=N2)C2CCN(CC2)CC2=NC3=C(N2C)C=C(C=C3OC(F)F)C(=O)O)C=C1)OC 2-((4-(6-((4-Cyano-2-methoxybenzyl)oxy)pyridin-2-yl)piperidin-1-yl)methyl)-4-(difluoromethoxy)-1-methyl-1H-benzo[d]imidazole-6-carboxylic acid